COC[C@@H](CC1=CC=CC=C1)C |r| (+/-)-(3-methoxy-2-methylpropyl)benzene